(E)-1-(4-((4-fluorophenyl)sulfonyl)piperazin-1-yl)-3-(3-methoxy-4-(prop-2-yn-1-yloxy)phenyl)prop-2-en-1-one FC1=CC=C(C=C1)S(=O)(=O)N1CCN(CC1)C(\C=C\C1=CC(=C(C=C1)OCC#C)OC)=O